C1(CC(CC(C1)O)O)O cis-trans-1,3,5-Cyclohexantriol